Cl.Cl.N[C@H](C(=O)O)CC1=CC=C(C=C1)C(=O)N1CCC(CC1)=C1C2=C(CCC=3C1=NC=CC3)C=C(C=C2)Cl (S)-2-amino-3-(4-(4-(8-chloro-5,6-dihydro-11H-benzo[5,6]cyclohepta[1,2-b]pyridin-11-ylidene)piperidine-1-carbonyl)phenyl)propionic acid dihydrochloride